1-[2-[3,5-bis(difluoromethyl)pyrazol-1-yl]-6-[5-[(6-methylpyridazin-3-yl)amino]benzimidazol-1-yl]pyridin-3-yl]ethanol FC(C1=NN(C(=C1)C(F)F)C1=NC(=CC=C1C(C)O)N1C=NC2=C1C=CC(=C2)NC=2N=NC(=CC2)C)F